[Na+].B([O-])([O-])[O-].[Na+].[Na+] boric acid, sodium salt